1-chloro-1-nitro-1-propanol ClC(CC)(O)[N+](=O)[O-]